FC1(CC=C(C=C1)F)C1=CC=CC=C1 1-fluoro-4-fluorophenylbenzene